1-[(1S,4aS,5S,8aS)-5-(3-hydroxy-3-methyl-butyl)-1-methyl-3,4,4a,5,6,7,8,8a-octahydro-1H-isoquinolin-2-yl]-2-[3,5-dichloro-2-(hydroxymethyl)-4-pyridyl]ethanone OC(CC[C@H]1[C@@H]2CCN([C@H]([C@H]2CCC1)C)C(CC1=C(C(=NC=C1Cl)CO)Cl)=O)(C)C